5-benzyl-N-(2,3,5-trifluorophenyl)-1H-1,2,4-triazole-3-carboxamide C(C1=CC=CC=C1)C1=NC(=NN1)C(=O)NC1=C(C(=CC(=C1)F)F)F